CC=1N=C2N(N=C(C=C2)C2=CNC=3N=C(N=CC32)N[C@H](C(F)(F)F)C)C1 (S)-5-(2-methylimidazo[1,2-b]pyridazin-6-yl)-N-(1,1,1-trifluoropropan-2-yl)-7H-pyrrolo[2,3-d]pyrimidin-2-amine